(3-(1-isopropyl-2-methyl-1H-imidazo[4,5-b]pyridin-6-yl)-1H-pyrrolo[2,3-b]pyridin-6-yl)methanol C(C)(C)N1C(=NC2=NC=C(C=C21)C2=CNC1=NC(=CC=C12)CO)C